(R)-N-(2-(4-(5-fluoropyridin-2-yl)-1,9-dioxaspiro[5.5]undecan-4-yl)ethyl)-2,3-dihydro-1H-inden-2-amine nicotinic acid salt C(C1=CN=CC=C1)(=O)O.FC=1C=CC(=NC1)[C@@]1(CCOC2(C1)CCOCC2)CCNC2CC1=CC=CC=C1C2